1-cyclopropyl-4-fluoro-2-(4-(methylsulfonyl)phenyl)-6-(4-((6-(tetrahydro-2H-pyran-4-yl)-2,6-diazaspiro[3.3]hept-2-yl)methyl)phenyl)-1H-benzo[d]imidazole C1(CC1)N1C(=NC2=C1C=C(C=C2F)C2=CC=C(C=C2)CN2CC1(C2)CN(C1)C1CCOCC1)C1=CC=C(C=C1)S(=O)(=O)C